N(C1=CC=CC=C1)C=1C(=C(C=CC1)[C@]1(NC(N(C(C1)=O)C1CCOCC1)=NC(OC(C)(C)C)=O)C)Cl tert-Butyl N-[(4S)-4-(3-anilino-2-chlorophenyl)-4-methyl-6-oxo-1-(tetrahydropyran-4-yl)hexahydro-pyrimidin-2-ylidene]carbamate